CC1=C(OC=2C=C3C(=NN(C3=CC2C=2C3=C(C(N(C2)C)=O)NC(=C3)C(=O)NCC)CC(C)(C)F)OCCO)C(=CC=C1)C 4-(5-(2,6-dimethylphenoxy)-1-(2-fluoro-2-methylpropyl)-3-(2-hydroxyethoxy)-1H-indazol-6-yl)-N-ethyl-6-methyl-7-oxo-6,7-dihydro-1H-pyrrolo[2,3-c]pyridine-2-carboxamide